C(C)(C)(C)P(C1=C(C=C(C=C1C(C)C)C(C)C)C(C)C)C(C)(C)C di-tert-butyl-[2,4,6-tris(propan-2-yl)phenyl]phosphine